OC1=C(C=C(C=C1)C)S(=O)(=O)N 2-hydroxy-5-methylbenzenesulfonamide